(R)-7-(2-(((3-chloropyridin-2-yl)oxy)methyl)pyrrolidin-1-yl)-1-(5-(2-(dimethylamino)ethoxy)pyrazin-2-yl)-6-fluoro-4-oxo-1,4-dihydroquinoline-3-carboxylic acid ClC=1C(=NC=CC1)OC[C@@H]1N(CCC1)C1=C(C=C2C(C(=CN(C2=C1)C1=NC=C(N=C1)OCCN(C)C)C(=O)O)=O)F